2-Chloro-6-(4-methyl-5-propyl-1H-imidazol-2-yl)pyridine ClC1=NC(=CC=C1)C=1NC(=C(N1)C)CCC